Benzyl (S)-2-((tert-Butoxycarbonyl)amino)-4-((S)-2-ethylpiperidin-1-yl)-4-oxobutanoate C(C)(C)(C)OC(=O)N[C@H](C(=O)OCC1=CC=CC=C1)CC(=O)N1[C@H](CCCC1)CC